O=C1N(CC2=C(C=CC=C12)CN1CC(C1)N1CCNCC1)C1CNCCC1 3-(1-oxo-4-((3-(piperazin-1-yl)azetidin-1-yl)methyl)isoindoline-2-yl)piperidine